NC1=NC=C2C=C(N=C(C2=C1)N1CCC(CC1)(F)F)C#N 7-amino-1-(4,4-difluoropiperidin-1-yl)-2,6-naphthyridine-3-carbonitrile